OC=1C(=NC=CC1)C(=O)N(C)C(C)C 3-hydroxy-N-isopropyl-N-methylpyridinecarboxamide